N-(5-(4-(5-bromo-3-methyl-2-oxo-2,3-dihydro-1H-benzo[d]imidazole-1-yl)pyrimidin-2-ylamino)-2-((2-(dimethylamino)ethyl)(methyl)amino)-4-methoxyphenyl)acrylamide hydrochloride Cl.BrC1=CC2=C(N(C(N2C)=O)C2=NC(=NC=C2)NC=2C(=CC(=C(C2)NC(C=C)=O)N(C)CCN(C)C)OC)C=C1